β-L-fructofuranose OC[C@@]1(O)[C@H](O)[C@@H](O)[C@@H](O1)CO